CSC1=NC=C(C=O)C=C1 6-(methylthio)nicotinaldehyde